N-[(8-hydroxy-5-nitroquinolin-7-yl)(4-methoxyphenyl)methyl]nicotinamide OC=1C(=CC(=C2C=CC=NC12)[N+](=O)[O-])C(NC(C1=CN=CC=C1)=O)C1=CC=C(C=C1)OC